C1(C=CC2=C1C=CC=C2)=O benzocyclopentenone